3-ethoxy-4-((4-(2,2,2-trifluoroethyl)piperazin-1-yl)methyl)aniline C(C)OC=1C=C(N)C=CC1CN1CCN(CC1)CC(F)(F)F